S(=O)(=O)(O)C1C(=O)OC(CCCCC(=O)OC(C1)=O)=O adipoyl sulfosuccinate